xylene-α,α-diol C=1(C(=CC=CC1)C)C(O)O